ClC1=NC(=C2C(=N1)N(N=C2)[C@H]2[C@@H]([C@@H]([C@H](O2)CO[C@H](CC2=CC=CC=C2)P(O)(O)=O)O)O)NCC2CC2 ((S)-1-(((2R,3S,4R,5R)-5-(6-chloro-4-((cyclopropylmethyl)-amino)-1H-pyrazolo[3,4-d]-pyrimidin-1-yl)-3,4-dihydroxy-tetrahydrofuran-2-yl)methoxy)-2-phenylethyl)phosphonic acid